CC1(OB(OC1(C)C)C(B1OC(C(O1)(C)C)(C)C)OC(=O)C1CC(C1)=NNS(=O)(=O)C1=C(C=C(C=C1C)C)C)C (bis(4,4,5,5-tetramethyl-1,3,2-dioxaborolan-2-yl)methyl)-3-(2-(mesitylsulfonyl)-hydrazineylidene)cyclobutane-1-carboxylate